IC(C)C C2-iodopropane